FCCC(CCCCCC)F 1,3-difluorononane